3-[5-fluoro-1-methyl-6-(4-piperidyl)indazol-3-yl]piperidine FC=1C=C2C(=NN(C2=CC1C1CCNCC1)C)C1CNCCC1